FC1=C2C=CNC2=CC(=C1OC1=CC=C2C=CN3C(C2=C1)=NC=C3C(C)C=3C(=C(C=CC3)CCC(=O)OCC)F)F ethyl 3-[3-[1-[9-[(4,6-difluoro-1H-indol-5-yl)oxy]imidazo[2,1-a]isoquinolin-3-yl]ethyl]-2-fluoro-phenyl]propanoate